ClC1=C(C=CC(=N1)C(=O)NC([2H])([2H])[2H])N1CCN(CC1)CC=1C=C2NC(C(=NC2=CC1)C(F)(F)F)=O 6-chloro-N-(methyl-d3)5-(4-((2-(trifluoromethyl)-3-oxo-4H-quinoxalin-6-yl)methyl)piperazin-1-yl)pyridine-2-carboxamide